(E)-terpyridyl N1=C(C=CC=C1)C1=NC=CC=C1C1=NC=CC=C1